P(=O)(O)(O)O.P(=O)(O)(O)O.C=1(C(=CC=C2C=CC=CC12)O)C1=CC=CC2=CC=CC=C12 binaphthol bisphosphate